CN(CCOC=1C(=NC=CC1)CN)C 1-[3-[2-(dimethylamino)ethoxy]pyridin-2-yl]methylamine